tert-butylmethyl-(prop-1-eN-1-yloxy)silane C(C)(C)(C)[SiH](OC=CC)C